C(C)(C)(C)OC(=O)N[C@@H](CC(=O)OCC)C=1C=C(C=C(C1F)C1CC1)C1=C(C=CC=C1C)O Ethyl (S)-3-((tert-butoxycarbonyl)amino)-3-(5-cyclopropyl-4-fluoro-2'-hydroxy-6'-methyl-[1,1'-biphenyl]-3-yl)propanoate